6-(2,4-dimethoxypyrimidin-5-yl)-4-(2-isobutylcyclopropyl)pyridazin-3-amine COC1=NC=C(C(=N1)OC)C1=CC(=C(N=N1)N)C1C(C1)CC(C)C